Ditert-butyl (3S)-piperazine-1,3-dicarboxylate N1(C[C@H](NCC1)C(=O)OC(C)(C)C)C(=O)OC(C)(C)C